C1(CC1)C(=O)NC1=CC(=C(C=C1)C1=NC=C2N1CCN(C2)C(=O)OCC2=CC=CC=C2)N2CC(CC(C2)C)C benzyl 3-[4-(cyclopropanecarbonylamino)-2-(3,5-dimethylpiperidin-1-yl)phenyl]-6,8-dihydro-5H-imidazo[1,5-a]pyrazine-7-carboxylate